3-(5-bromo-7-fluoro-1-oxo-isoindolin-2-yl)piperidine-2,6-dione BrC=1C=C2CN(C(C2=C(C1)F)=O)C1C(NC(CC1)=O)=O